BrC=1C=C(NC2=NN(C=C2C(=O)N)C2COCCC2C#N)C=CC1C(C)(C)O[Si](C)(C)C(C)(C)C 3-[3-bromo-4-[1-[tert-butyl(dimethyl)silyl]oxy-1-methyl-ethyl]anilino]-1-(4-cyanotetrahydropyran-3-yl)pyrazole-4-carboxamide